(E)-N'-(3,5-dipropoxybenzylidene)-6-(4-methoxyphenyl)pyrazine-2-carbohydrazide C(CC)OC=1C=C(\C=N\NC(=O)C2=NC(=CN=C2)C2=CC=C(C=C2)OC)C=C(C1)OCCC